NC1=C2C(=NC=N1)N(N=C2C2=C(C(=C(C=C2)OC)F)F)C(C)C2=NC1=CC=CC(=C1C(N2N2CCN(CC2)CC(F)(F)F)=O)Cl 2-(1-(4-amino-3-(2,3-difluoro-4-methoxyphenyl)-1H-pyrazolo[3,4-d]pyrimidin-1-yl)ethyl)-5-chloro-3-(4-(2,2,2-trifluoroethyl)piperazin-1-yl)quinazolin-4(3H)-one